CC1=CC=CC=2N1C(N(N2)CC2=NC(=NO2)[C@@H]2CO[C@H](C2)C2=CC=C(C=C2)Cl)=O |r| 5-methyl-2-[[3-[rac-(3R,5R)-5-(4-chlorophenyl)tetrahydro-furan-3-yl]-1,2,4-oxadiazol-5-yl]methyl]-[1,2,4]triazolo[4,3-a]pyridin-3-one